[[(3S,5S)-5-fluoropiperidin-3-yl]amino]-6-[4-(morpholin-4-ylmethyl)phenyl]pyrido[3,2-d]pyrimidine-8-carboxamide F[C@H]1C[C@@H](CNC1)NC=1N=CC2=C(N1)C(=CC(=N2)C2=CC=C(C=C2)CN2CCOCC2)C(=O)N